(S)-3-(5-(4-((1-(4-((1S,2R)-2-cyclohexyl-6-hydroxy-1,2,3,4-tetrahydronaphthalen-1-yl)-3-fluorophenyl)piperidin-4-yl)methyl)piperazin-1-yl)-1-oxoisoindolin-2-yl)piperidine-2,6-dione C1(CCCCC1)[C@@H]1[C@@H](C2=CC=C(C=C2CC1)O)C1=C(C=C(C=C1)N1CCC(CC1)CN1CCN(CC1)C=1C=C2CN(C(C2=CC1)=O)[C@@H]1C(NC(CC1)=O)=O)F